8-(2-methyl-2H-indazol-6-yl)-6-fluoro-3,4-dihydrobenzo[e][1,2,3]oxathiazine 2,2-dioxide CN1N=C2C=C(C=CC2=C1)C1=CC(=CC=2CNS(OC21)(=O)=O)F